OCC([C@@H](C[C@@H]1C(NCC1)=O)NC(=O)[C@@H]1N(C[C@@H]2[C@H]1CCC2)C(=O)[C@]2(NC(CC2)=O)C2=CC=CC=C2)=O (1R,3aS,6aR)-N-((R)-4-hydroxy-3-oxo-1-((R)-2-oxopyrrolidin-3-yl)butan-2-yl)-2-((R)-5-oxo-2-phenylpyrrolidine-2-carbonyl)octahydrocyclopenta[c]pyrrole-1-carboxamide